C(C)(C)(C)C1=C(C(=NN1CCC)C(C)C)O 5-tert-Butyl-4-hydroxy-1-n-propyl-3-isopropyl-pyrazol